tert-butyl (3S,4S)-3-hydroxy-4-(1-methyl-1H-indazol-6-yl)piperidine-1-carboxylate O[C@@H]1CN(CC[C@H]1C1=CC=C2C=NN(C2=C1)C)C(=O)OC(C)(C)C